1-(5-(8-(but-3-en-1-yloxy)imidazo[1,2-a]pyrazin-6-yl)pyridazin-3-yl)ethan-1-one C(CC=C)OC=1C=2N(C=C(N1)C=1C=C(N=NC1)C(C)=O)C=CN2